tert-butyl-(3-hydroxypropyl)(3-phenoxyphenethyl)carbamate C(C)(C)(C)OC(N(CCC1=CC(=CC=C1)OC1=CC=CC=C1)CCCO)=O